N1(CCOCC1)C1=NC=CC=C1NC(=O)C=1C=CC=2N(C3=CC=CC=C3C2C1)CC 9-Ethyl-9H-carbazole-3-carboxylic acid (2-morpholin-4-yl-pyridin-3-yl)-amide